(S)-4-(tert-Butoxycarbonyl)morpholine-3-carboxylic acid C(C)(C)(C)OC(=O)N1[C@@H](COCC1)C(=O)O